3-phenyl-4-(o-chlorophenyl-diazenyl)-5-phenyl-2,3-dihydropyrrole C1(=CC=CC=C1)C1CNC(=C1N=NC1=C(C=CC=C1)Cl)C1=CC=CC=C1